3-(4-methoxyphenoxy)propan-1-ol COC1=CC=C(OCCCO)C=C1